methyl 3-bromo-4-(isopropylamino)-5-nitrobenzoate BrC=1C=C(C(=O)OC)C=C(C1NC(C)C)[N+](=O)[O-]